2-(3-cyanophenyl)-1-hydroxy-4-methyl-1H-imidazole-5-carboxylic acid C(#N)C=1C=C(C=CC1)C=1N(C(=C(N1)C)C(=O)O)O